C(CCCCCCC\C=C/CCCCCCCC)(=O)[O-].C(CCCCCCC\C=C/CCCCCCCC)(=O)[O-].C(CCC)[Sn+2]CCCC di-n-butyltin dioleate